N1=CC=CC=C1.N1=CC=CC=C1.N1=CC=CC=C1.[Fe] iron tripyridine